1-[9-ethyl-6-(2-methylbenzoyl)-9H-carbazol-3-yl]-3-(cyclopentyl)propan-1-one (O-acetyloxime) C(C)(=O)ON=C(CCC1CCCC1)C=1C=CC=2N(C3=CC=C(C=C3C2C1)C(C1=C(C=CC=C1)C)=O)CC